2-(2-Chloro-5-(2-hydroxypropan-2-yl)-8-oxothieno[2',3':4,5]pyrrolo[1,2-d][1,2,4]triazin-7(8H)-yl)-N-(pyridin-3-yl)acetamid ClC1=CC2=C(C=C3N2C(=NN(C3=O)CC(=O)NC=3C=NC=CC3)C(C)(C)O)S1